ClC1=CC=C(C=C1)C1=CC=CC=2OC3=C(C21)C=CC=C3C3=CC=CC=C3 (4-chlorophenyl)-6-phenyldibenzo[b,d]furan